N1(CCC=2C1=CN=CC2)C(=O)[O-] 1H,2H,3H-pyrrolo[2,3-c]pyridine-1-carboxylate